dimethyl (Z)-7,8-diethoxy-5-(2-(1-ethoxy-1-oxopropan-2-ylidene)hydrazino)-7,8-dimethoxyquinoline-2,4-dicarboxylate C(C)OC1(C=C(C=2C(=CC(=NC2C1(OC)OCC)C(=O)OC)C(=O)OC)N\N=C(/C(=O)OCC)\C)OC